racemic-(1S,2S,4S)-4-amino-2-methylcyclopentanol N[C@H]1C[C@@H]([C@H](C1)O)C |r|